5-Benzyl-1-ethylmethyl-1H-pyrazole-3-carboxylic acid ethyl ester C(C)OC(=O)C1=NN(C(=C1)CC1=CC=CC=C1)CCC